[NH+]1=C(C=CC=C1)C1=[NH+]C=CC=C1 2,2'-bipyridinium